ClC1=CC(=C(C=C1)NC(=O)C=1C=NC=C(C1)C#N)C(N[C@@H](CCC(C)(F)F)C(C(=O)NC)=O)=O N-[4-chloro-2-[[(1S)-4,4-difluoro-1-[2-(methylamino)-2-oxo-acetyl]pentyl]carbamoyl]phenyl]-5-cyano-pyridine-3-carboxamide